2-((benzyloxy)methyl)-6-(trifluoromethyl)tetrahydro-2H-pyran C(C1=CC=CC=C1)OCC1OC(CCC1)C(F)(F)F